O[C@@H]1C[C@H](N(C1)C(=O)OC(C)(C)C)C(N[C@H](C#CC1=CC=CC=C1)C)=O tert-butyl (2S,4R)-4-hydroxy-2-[[(1S)-1-methyl-3-phenyl-prop-2-ynyl] carbamoyl]pyrrolidine-1-carboxylate